4H-1,3-benzoxazine-4-one O1C=NC(C2=C1C=CC=C2)=O